C(#N)C1(CCN(CC1)C1=C(C=NC2=CC(=CC=C12)OC)C(=O)N1CCN(CC1)C(=O)OCC)C ethyl 4-(4-(4-cyano-4-methylpiperidin-1-yl)-7-methoxyquinoline-3-carbonyl)piperazine-1-carboxylate